3-[4-[7-[2-(2,6-Dioxopiperidin-3-yl)-1,3-dioxoisoindol-5-yl]-7-azaspiro[3.5]non-2-yl]piperazin-1-yl]-N-[4-methoxy-6-(pyrazol-1-ylmethyl)-1,2-benzoxazol-3-yl]benzenesulfonamide O=C1NC(CCC1N1C(C2=CC=C(C=C2C1=O)N1CCC2(CC(C2)N2CCN(CC2)C=2C=C(C=CC2)S(=O)(=O)NC2=NOC3=C2C(=CC(=C3)CN3N=CC=C3)OC)CC1)=O)=O